methyl 3-[[1-(1,1-dioxothian-4-yl)pyrazol-4-yl]amino]-5-(methylamino)-6-(3-methylimidazo[4,5-c]pyridin-7-yl)pyrazine-2-carboxylate O=S1(CCC(CC1)N1N=CC(=C1)NC=1C(=NC(=C(N1)NC)C=1C2=C(C=NC1)N(C=N2)C)C(=O)OC)=O